4-([1,1'-biphenyl]-4-ylcarbamoyl)-2-((4-fluorophenyl)sulfonylamino)benzoic acid C1(=CC=C(C=C1)NC(=O)C1=CC(=C(C(=O)O)C=C1)NS(=O)(=O)C1=CC=C(C=C1)F)C1=CC=CC=C1